1'-((1s,4s)-4-isopropyl-cyclohexyl)-3-oxo-2-(2-(2-oxopiperidin-1-yl)ethyl)-2,3-dihydro-1H-spiro[isoquinoline-4,4'-piperidin]-7-yl carbamate C(N)(OC1=CC=C2C(=C1)CN(C(C21CCN(CC1)C1CCC(CC1)C(C)C)=O)CCN1C(CCCC1)=O)=O